C(#N)C1=CC(=C(C(=C1)C)NC(=O)C1=C(C(=O)N)C=C(C=N1)F)C ((4-cyano-2,6-dimethyl-Phenyl)carbamoyl)-5-fluoronicotinamide